2-(4-(pentafluoro-λ6-sulfaneyl)phenoxy)-3-(4,4,5,5-tetramethyl-1,3,2-dioxaborolan-2-yl)pyridine FS(C1=CC=C(OC2=NC=CC=C2B2OC(C(O2)(C)C)(C)C)C=C1)(F)(F)(F)F